8-bromo-3-[(2R,3R)-3-(2,4-difluorophenyl)-3-hydroxy-4-(1,2,4-triazol-1-yl)-2-butyl]1,2,3-benzotriazin-4-one BrC1=CC=CC=2C(N(N=NC21)[C@H](C)[C@@](CN2N=CN=C2)(O)C2=C(C=C(C=C2)F)F)=O